FC(C1=NC=2C=CC=C(C2C=C1)S)(F)F 2-(trifluoromethyl)quinoline-5-thiol